ethyl-5,5-diphenyl-2-isoxazoline-carboxylic acid C(C)C1C(=NOC1(C1=CC=CC=C1)C1=CC=CC=C1)C(=O)O